COC(=O)C=1N=C(SC1C)Br Methyl-2-Bromo-5-methylthiazole-4-carboxylate